N1-(1H-Benzimidazol-2-ylmethyl)-2-methylene-N1-(5,6,7,8-tetrahydro-quinolin-8-yl)-butane-1,4-diamine, hydrobromide salt Br.N1C(=NC2=C1C=CC=C2)CN(CC(CCN)=C)C2CCCC=1C=CC=NC21